N[C@@H](CCC(NCCOCCOCCOCCOCCOCCOCCOCCOC)=O)C(=O)O (S)-30-amino-27-oxo-2,5,8,11,14,17,20,23-octaoxa-26-azahentriacontane-31-oic acid